FC(OC1=C(C=C(C=C1)C)B(O)O)F 2-DIFLUOROMETHOXY-5-METHYL-BENZENEBORONIC ACID